P(=O)(OCCCCCCCCC=CCCCCCCCC)([O-])[O-] mono(9-octadecenyl) phosphate